C(=O)O.ClC=1C=C2CCCN(C2=C(C1)C1=C2C(=NC=C1)C=C(S2)CN2C(N1C(=CC2=O)CCC1)=O)[C@@H]1CNCC1 (S)-2-((7-(6-chloro-1-(pyrrolidin-3-yl)-1,2,3,4-tetrahydroquinolin-8-yl)thieno[3,2-b]pyridin-2-yl)methyl)-6,7-dihydropyrrolo[1,2-c]pyrimidine-1,3(2H,5H)-dione, formic acid salt